(5-methyl-6-phenyl-5H-pyrrolo[2,3-b]pyrazin-7-yl)methanone CN1C(=C(C=2C1=NC=CN2)C=O)C2=CC=CC=C2